OC[C@H](C)O[C@@H](CN1C(N(C(C2=C1SC(=C2C)C=2OC=CN2)=O)C(C(=O)O)(C)C)=O)C2=CC=CC=C2 2-[1-[(2R)-2-[[(2S)-1-hydroxypropan-2-yl]oxy]-2-phenylethyl]-5-methyl-6-(1,3-oxazol-2-yl)-2,4-dioxo-1H,2H,3H,4H-thieno[2,3-d]pyrimidin-3-yl]-2-methylpropionic acid